2-(5-fluoro-2-(4-(piperidin-1-yl)-3-((1-((tetrahydro-2H-pyran-4-yl)methyl)-1H-indazol-3-yl)carbamoyl)benzamido)phenyl)acetic acid FC=1C=CC(=C(C1)CC(=O)O)NC(C1=CC(=C(C=C1)N1CCCCC1)C(NC1=NN(C2=CC=CC=C12)CC1CCOCC1)=O)=O